(S)-3-((R)-3',3'-difluoro-1'-(3-(1-methyl-1H-pyrazol-4-yl)benzyl)-6-oxo-6,8-dihydro-2H,7H-spiro[furo[2,3-e]isoindol-3,4'-piperidin]-7-yl)piperidine-2,6-dione FC1(CN(CC[C@@]12COC1=C3CN(C(C3=CC=C12)=O)[C@@H]1C(NC(CC1)=O)=O)CC1=CC(=CC=C1)C=1C=NN(C1)C)F